N-(6-chloropyridin-3-yl)-6-methylisoquinolin-1-amine formate C(=O)O.ClC1=CC=C(C=N1)NC1=NC=CC2=CC(=CC=C12)C